N-(4-(2-(2-aminopyridin-3-yl)-5-(3-oxa-8-azabicyclo[3.2.1]octan-8-yl)-3H-imidazo[4,5-b]pyridin-3-yl)benzyl)-2-(4-formyl-3-hydroxyphenyl)acetamide NC1=NC=CC=C1C1=NC=2C(=NC(=CC2)N2C3COCC2CC3)N1C1=CC=C(CNC(CC3=CC(=C(C=C3)C=O)O)=O)C=C1